tert-butyl 7-(4-chloropyrimidin-2-yl)-4,7-diazaspiro[2.5]octane-4-carboxylate ClC1=NC(=NC=C1)N1CCN(C2(CC2)C1)C(=O)OC(C)(C)C